FC(C=1N=C2N(C=CC(=C2)B2OC(C(O2)(C)C)(C)C)C1)F 2-(difluoromethyl)-7-(4,4,5,5-tetramethyl-1,3,2-dioxaborolan-2-yl)imidazo[1,2-a]pyridine